ethyl 3,5-dibromo-1-cyclopropyl-1H-pyrazole-4-carboxylate BrC1=NN(C(=C1C(=O)OCC)Br)C1CC1